NC1=C(C2=C(S1)C=CC=C2C2=C(C=C1C(=NC(=NC1=C2F)OC[C@@]2(CN(CC[C@@H]2C(F)F)C)C)N2C[C@](CCC2)(C)O)Cl)C#N amino-4-(6-chloro-2-(((3S,4S)-4-(difluoromethyl)-1,3-dimethylpiperidin-3-yl)methoxy)-8-fluoro-4-((R)-3-hydroxy-3-methylpiperidin-1-yl)quinazolin-7-yl)benzo[b]thiophene-3-carbonitrile